tert-butyl (3R)-3-[[2-chloro-9-(2,2-dimethylpropanoyloxymethyl)purin-6-yl]amino]piperidine-1-carboxylate ClC1=NC(=C2N=CN(C2=N1)COC(C(C)(C)C)=O)N[C@H]1CN(CCC1)C(=O)OC(C)(C)C